C(C)(C)(C)OC(=O)N1[C@@H](CCC1)C=1NC(=C(N1)C1=CC=C(C=C1)C(NC1=NC=CC(=C1)CC)=O)C(=O)OCC (S)-ethyl 2-(1-(tert-butoxycarbonyl)pyrrolidin-2-yl)-4-(4-((4-ethylpyridin-2-yl)carbamoyl)phenyl)-1H-imidazole-5-carboxylate